ClC1=CC=CC2=CC=CC(=C12)B(O)O 1-CHLORONAPHTHALENE-8-BORONIC ACID